8-(4-hydroxytetrahydrofuran-3-yl)-2-((1-(methylsulfonyl)piperidin-4-yl)amino)-7-oxo-7,8-dihydropyrido[2,3-d]pyrimidine-6-carbonitrile OC1C(COC1)N1C(C(=CC2=C1N=C(N=C2)NC2CCN(CC2)S(=O)(=O)C)C#N)=O